methyl 2-((4-(6-((4-chloro-2-fluorobenzofuran-7-yl) methoxy) pyridin-2-yl) cyclohex-3-en-1-yl) methyl)-3-(((S)-oxetan-2-yl) methyl)-3H-imidazo[4,5-b]pyridine-5-carboxylate ClC1=CC=C(C2=C1C=C(O2)F)COC2=CC=CC(=N2)C2=CCC(CC2)CC2=NC=1C(=NC(=CC1)C(=O)OC)N2C[C@H]2OCC2